SCCCN=C=O 3-mercaptopropyl isocyanate